3,5-dihydroxy-4-[(3'S-4S)-p-menthenyl]-trans-stilbene OC=1C=C(C=C(C1C1C=C(CC[C@H]1C(C)C)C)O)\C=C\C1=CC=CC=C1